FC=1C(=CC2=C(N(C=N2)C2=CC=C(C(=N2)N2N=C(C=C2C)C#N)C(C)O)C1)NC1=C(C(=C(C=C1)F)F)F 1-[6-[6-fluoro-5-(2,3,4-trifluoroanilino)benzimidazol-1-yl]-3-(1-hydroxyethyl)-2-pyridyl]-5-methyl-pyrazole-3-carbonitrile